COC1=C(C=CC(=C1)C2=[O+]C3=CC(=CC(=C3C=C2O)O)O)O The molecule is an anthocyanidin cation that is flavylium bearing four hydroxy substituents at positions 3, 4', 5 and 7 as well as a methoxy substituent at position 3'. It has a role as an antineoplastic agent, an antioxidant, an apoptosis inducer and a metabolite. It is a conjugate acid of a peonidin(1-).